indenopyrazolamine N1=NC(=C2C1=CC=1C=CC=CC12)N